6-[8-(1,3-benzothiazol-2-ylcarbamoyl)-3,4-dihydroisoquinolin-2(1H)-yl]-3-{3-[tricyclo[3.3.1.13,7]dec-1-ylmethoxy]phenyl}pyridine-2-carboxylic acid S1C(=NC2=C1C=CC=C2)NC(=O)C=2C=CC=C1CCN(CC21)C2=CC=C(C(=N2)C(=O)O)C2=CC(=CC=C2)OCC21CC3CC(CC(C2)C3)C1